4-(6-(3,4-Dimethoxyphenyl)pyridin-2-yl)-1,2-oxaborolan-2-ol COC=1C=C(C=CC1OC)C1=CC=CC(=N1)C1CB(OC1)O